6-[(3-methylsulfonylphenyl)methylene]-2-azaspiro[3.3]Heptane-2-carboxylic acid tert-butyl ester C(C)(C)(C)OC(=O)N1CC2(C1)CC(C2)=CC2=CC(=CC=C2)S(=O)(=O)C